7-((5S)-5-methylpiperidin-2-yl)-2-(1-methylpiperidin-4-yl)imidazo[1,2-a]pyridine C[C@H]1CCC(NC1)C1=CC=2N(C=C1)C=C(N2)C2CCN(CC2)C